1-methyl-6-oxo-1,6-dihydropyridine-3-carboxylic acid CN1C=C(C=CC1=O)C(=O)O